NC1=NC=C(C=C1O[C@H](C)C=1C=C(C=CC1)NC(=O)C=1C=CC2=C(S(CC2)(=O)=O)C1)Cl (R)-N-(3-(1-((2-amino-5-chloropyridin-3-yl)oxy)ethyl)-phenyl)-2,3-dihydrobenzo[b]thiophene-6-carboxamide 1,1-dioxide